3-(2-chloroethyl)-2-methyl-4H-pyridine ClCCC1C(=NC=CC1)C